4-cis-aminocyclohexane NC1CCCCC1